ClC=1C=C(C(=O)NC=2C=C3C(=NNC3=C3C2[C@@H](NC3=O)C3=C(C=CC(=C3)F)Cl)C#N)C=C(C1)F (R)-3-chloro-N-(6-(2-chloro-5-fluorophenyl)-3-cyano-8-oxo-1,6,7,8-tetrahydropyrrolo[3,4-g]indazol-5-yl)-5-fluorobenzamide